carbonoate C([O-])([O-])=O